1-(5-Hydroxy-6-(5H-imidazo[5,1-a]isoindol-5-yl)-2-azaspiro[3.4]octan-2-yl)ethan-1-on OC1C2(CN(C2)C(C)=O)CCC1C1N2C(C3=CC=CC=C13)=CN=C2